ethyl 3-(5-methoxy-1H-pyrrolo[2,3-b]pyridin-2-yl)-2,2-dimethylpropionate COC=1C=C2C(=NC1)NC(=C2)CC(C(=O)OCC)(C)C